C(C1=CC=CC=C1)C1=NC(=NC(=C1)C1=C(C=CC=C1C)C)NS(=O)(=O)C=1C=C(C=CC1)NC(C)=O N-[3-[[4-benzyl-6-(2,6-dimethylphenyl)pyrimidin-2-yl]sulfamoyl]phenyl]acetamide